N-(3-chloro-5-(methylsulfonamido)phenyl)-4-(5-fluoropyrimidin-2-yl)-5-methylthiophene-2-carboxamide ClC=1C=C(C=C(C1)NS(=O)(=O)C)NC(=O)C=1SC(=C(C1)C1=NC=C(C=N1)F)C